ClC=1N=C(C2=C(N1)N=C(C(=C2)Cl)C2=C(C=CC=C2OC)F)N2CCN(CC2)C(C=C)=O (4-(2,6-dichloro-7-(2-fluoro-6-methoxyphenyl)pyrido[2,3-d]pyrimidin-4-yl)piperazin-1-yl)prop-2-en-1-one